FC1=CC=CC=2N(C(=NC21)C=2OC(=CC2)C2=C(C=CC=C2)F)C 4-fluoro-2-(5-(2-fluorophenyl)furan-2-yl)-1-methyl-1H-benzo[d]imidazole